[Ag].N1=NC(=CC=C1)NC(C1=CC=CC=C1)=O N-(3-pyridazinyl)benzamide silver